C(C1=CC=CC=C1)OC([C@](NC(=O)OC(C)(C)C)(CC1=CC(=C(C=C1)OC)I)C)=O (R)-N-Boc-3-iodo-O-methyl-alpha-methyl-tyrosine benzyl ester